2-(tert-butyl) 5-methyl 6-(4,4,5,5-tetramethyl-1,3,2-dioxaborolan-2-yl)-2-azaspiro[3.4]octane-2,5-dicarboxylate CC1(OB(OC1(C)C)C1C(C2(CN(C2)C(=O)OC(C)(C)C)CC1)C(=O)OC)C